(S)-1,4,4-Trimethyl-5-oxopyrrolidin-3-yl (8-amino-7-fluoro-6-(8-methyl-2,3-dihydro-1H-pyrido[2,3-b][1,4]oxazin-7-yl)isoquinolin-3-yl)carbamate NC=1C(=C(C=C2C=C(N=CC12)NC(O[C@@H]1CN(C(C1(C)C)=O)C)=O)C1=C(C2=C(OCCN2)N=C1)C)F